4-bromo-6-(t-butyl)dibenzo[b,d]furan BrC1=CC=CC2=C1OC1=C2C=CC=C1C(C)(C)C